C1(CC1)[C@@H]1NC2=C(OC1)N=CC(=C2)CC2=CC=C(C=C2)F (S)-2-cyclopropyl-7-(4-fluorobenzyl)-2,3-dihydro-1H-pyrido[2,3-b][1,4]oxazine